C(C)(C)(C)C=1C=C(C=C(C1O)C(C)(C)C)CCC(=O)OCCNC(C(NCCOC(CCC1=CC(=C(C(=C1)C(C)(C)C)O)C(C)(C)C)=O)=O)=O bis[2-(3-[3,5-di-tert-butyl-4-hydroxyphenyl]propionyloxy)ethyl]oxamide